5'-deoxy-5-fluorocytidine FC=1C(=NC(N([C@H]2[C@H](O)[C@H](O)[C@@H](C)O2)C1)=O)N